C(C)C1=NC(=NO1)C1=CC=C2[C@@H](CCOC2=C1)NC(=O)C=1C=NN(C1)C (R)-N-(7-(5-ethyl-1,2,4-oxadiazol-3-yl)chroman-4-yl)-1-methyl-1H-pyrazole-4-carboxamide